(±)-2-((6-(5-(((Cyclopentyl(methyl)carbamoyl)oxy)methyl)-1-methyl-1H-1,2,3-triazol-4-yl)pyridin-3-yl)oxy)bicyclo[4.1.0]heptane-7-carboxylic acid C1(CCCC1)N(C(=O)OCC1=C(N=NN1C)C1=CC=C(C=N1)OC1C2C(C2CCC1)C(=O)O)C